C(C)OC(=O)C=1CC(NCC1)C 2-methyl-3,6-dihydro-2H-pyridine-4-carboxylic acid ethyl ester